COC(C(C1=CC=CC=C1)=O)=O 2-oxo-2-phenylacetic acid methyl ester